C1(CC1)C(CNC1=NN2C(C=N1)=C(C=C2)C2=CC=C1C(=N2)N(C(=N1)C)CC(F)F)(F)F N-(2-cyclopropyl-2,2-difluoroethyl)-5-(3-(2,2-difluoroethyl)-2-methyl-3H-imidazo[4,5-b]pyridin-5-yl)pyrrolo[2,1-f][1,2,4]triazin-2-amine